C12N(CC(NC1)CC2)C2=C1CN(CC1=C(C=C2)F)C2C(NC(CC2)=O)=O 4-(2,5-diazabicyclo[2.2.2]octan-2-yl)-2-(2,6-dioxopiperidin-3-yl)-7-fluoroisoindoline